C[C@@H]1N(C[C@@H](NC1)C)C(=O)OC(C)(C)C tert-butyl (2s,5s)-2,5-dimethylpiperazine-1-carboxylate